5,10,15,20-tetra(4-chlorophenyl)porphyrin nickel [Ni].ClC1=CC=C(C=C1)C=1C2=CC=C(N2)C(=C2C=CC(C(=C3C=CC(=C(C=4C=CC1N4)C4=CC=C(C=C4)Cl)N3)C3=CC=C(C=C3)Cl)=N2)C2=CC=C(C=C2)Cl